C(=O)C1=NC=2N(C(=C1)N(C(OC(C)(C)C)=O)CC1=CC(=CC=C1)C=1N(C=CN1)C)N=C(C2I)C tert-Butyl (5-formyl-3-iodo-2-methylpyrazolo[1,5-a]pyrimidin-7-yl)(3-(1-methyl-1H-imidazol-2-yl)benzyl)carbamate